CO[Si](OC)(OC)CCC[SiH3] (trimethoxysilylpropyl)silane